CN(C(=S)[C@@H]1C[C@H](CN1)OCC=1C=C(C=CC1)NC(C)=O)C N-[3-([(3R,5S)-5-(dimethylcarbamothioyl)pyrrolidin-3-yl]oxymethyl)phenyl]acetamide